5-(2,7-dimethyl-2H-indazol-5-yl)-2-[6-(1-methylazetidin-3-yl)pyridazin-3-yl]phenol trifluoroacetate FC(C(=O)O)(F)F.CN1N=C2C(=CC(=CC2=C1)C=1C=CC(=C(C1)O)C=1N=NC(=CC1)C1CN(C1)C)C